C(C)(C)OC(=O)C1=CC2=C(C(N(C=C2)C)=O)N1S(=O)(=O)C1=CC=CC=C1 6-methyl-7-oxo-1-(benzenesulfonyl)-6,7-dihydro-1H-pyrrolo[2,3-c]pyridine-2-carboxylic acid isopropyl ester